7-((2S,5R)-4-acryloyl-2,5-dimethylpiperazin-1-yl)-9-chloro-10-(2,4-difluorophenyl)-2H-[1,4]oxazino[2,3,4-ij]quinolin-5(3H)-one C(C=C)(=O)N1C[C@@H](N(C[C@H]1C)C1=CC(N2C3=C(C(=C(C=C13)Cl)C1=C(C=C(C=C1)F)F)OCC2)=O)C